CC=1C(=C(C=C(C1)C=1C=NNC1)O)C1=CN=C(N=N1)N1C[C@@H](NCC1)C(C)C 3-methyl-2-{3-[(3S)-3-(propan-2-yl)piperazin-1-yl]-1,2,4-triazin-6-yl}-5-(1H-pyrazol-4-yl)phenol